ClC=1N=C(C2=C(N1)C(=C(S2)CCC)C)NCC=2OC=CC2 3-(2-chloro-4-{[(furan-2-yl)methyl]amino}-7-methylthieno[3,2-d]pyrimidin-6-yl)propan